ClC=1C=C(OCC(=O)N)C=C(C1CC1=CC(=C(C=C1)O)C1=NC=CN=C1)Cl 2-(3,5-dichloro-4-(4-hydroxy-3-(pyrazin-2-yl)benzyl)phenoxy)acetamide